3-((5-nitro-1-(benzenesulfonyl)-1H-pyrrolo[2,3-b]pyridin-4-yl)amino)tetrahydrofuran-3-carboxylic acid methyl ester COC(=O)C1(COCC1)NC1=C2C(=NC=C1[N+](=O)[O-])N(C=C2)S(=O)(=O)C2=CC=CC=C2